C(=O)C=1C=C2C(=CN(C2=CC1)CCCNC(OC(C)(C)C)=O)C1=CC=C(C=C1)OC(F)(F)F tert-butyl (3-{5-formyl-3-{4-(trifluoromethoxy)phenyl}-1H-indol-1-yl}propyl)carbamate